(R)-4-(2-fluorophenyl)indan-1-ol FC1=C(C=CC=C1)C1=C2CC[C@H](C2=CC=C1)O